6-chloro-4-methyl-2-(2-pyridyl)-5-trifluoromethyl-pyrimidine ClC1=C(C(=NC(=N1)C1=NC=CC=C1)C)C(F)(F)F